Cl.N[C@@H](C)C(=O)OCC1CC1 Cyclopropylmethyl L-alaninate Hydrochloride